N-(14-amino-3,6,9,12-tetraoxatetradecyl)-3-(2,5-dioxo-2,5-dihydro-1H-pyrrol-1-yl)propenamide NCCOCCOCCOCCOCCNC(C=CN1C(C=CC1=O)=O)=O